C1(CC1)CN1CCN(CC1)C(=O)C1=CC(=NC2=CC=C(C=C12)C)C=1OC(=CC1)C (4-(cyclopropylmethyl)piperazin-1-yl)(6-methyl-2-(5-methylfuran-2-yl)quinolin-4-yl)methanone